C(C)C1=CC(=NN1)NC1=CC2=C(C(=NO2)N(S(=O)(=O)C2=C(C=C(C(=O)NCCCCCNC(OC(C)(C)C)=O)C=C2)OC)CC2=CC=C(C=C2)OC)C=C1OC tert-Butyl {5-[4-({6-[(5-ethyl-1H-pyrazol-3-yl)amino]-5-methoxy-1,2-benzoxazol-3-yl}[(4-methoxyphenyl)methyl]sulfamoyl)-3-methoxybenzamido]pentyl}carbamate